N,N'-dithiodimorpholine N1(CCOCC1)SSN1CCOCC1